O=C(CCC(=O)OC)NC1=CC=C(C=C1)N(C(CC)=O)C1CCN(CC1)CCC1=CC=CC=C1 Methyl 4-oxo-4-((4-(N-(1-phenethylpiperidin-4-yl)propionamido)phenyl)amino)butanoate